ClC=1C=CC(=C(C1)C1=C(C=NC(=C1)C)C(=O)NC=1SC=2C(=NC=C(N2)N2CC3(C2)CC(C3)C#N)N1)OC 4-(5-chloro-2-methoxy-phenyl)-N-(6-(6-cyano-2-azaspiro[3.3]hept-2-yl)thiazolo[4,5-b]pyrazin-2-yl)-6-methyl-pyridine-3-carboxamide